S1C(=CC=C1)C1=CC=C(C=C1)C(CCCCCCC)=NO 1-(4-thiophenylphenyl)-octane-1-one oxime